(1R,3R,5R)-N-((R)-1-(4-chloro-2,5-difluorophenyl)-2,2-difluoroethyl)-2-(5-(methylsulfonyl)nicotinoyl)-2-azabicyclo[3.1.0]Hexane-3-carboxamide ClC1=CC(=C(C=C1F)[C@H](C(F)F)NC(=O)[C@@H]1N([C@@H]2C[C@@H]2C1)C(C1=CN=CC(=C1)S(=O)(=O)C)=O)F